C(CCC)C1=CC(=NO1)C1=CC=C(C=C1)NC(C=C)=O N-(4-(5-butylisoxazol-3-yl)phenyl)acrylamide